FC1=C(C=CC=C1)C=1C(=CN(C(C1)=O)CC1(CCN(CC1)C(C[C@@H](C)C1=CC=CC=C1)=O)O)C(=O)N(C)C(C)C (R)-4-(2-fluorophenyl)-1-((4-hydroxy-1-(3-phenylbutyryl)piperidin-4-yl)methyl)-N-isopropyl-N-methyl-6-oxo-1,6-dihydropyridine-3-carboxamide